O(C1=CC=CC=C1)C1=CC=C(C=C1)N1N=C2C(NCC[C@H]2C2CCN(CC2)C(C=C)=O)=C1C(=O)N (7S)-2-(4-phenoxyphenyl)-7-[1-(prop-2-enoyl)piperidin-4-yl]-4,5,6,7-tetrahydro-2H-pyrazolo[4,3-b]pyridine-3-carboxamide